C[C@@H]1N(CCC1)C1=NN2C(C=CC(=C2)C(=O)OC)=C1 methyl 2-[(2S)-2-methylpyrrolidin-1-yl]pyrazolo[1,5-a]pyridine-6-carboxylate